(3ar,5r,6as)-2-(4-amino-5-(2-chloro-3-fluorophenyl)pyrimidin-2-yl)-5-methyl-octahydrocyclopenta[c]pyrrol-5-amine NC1=NC(=NC=C1C1=C(C(=CC=C1)F)Cl)N1C[C@@H]2[C@H](C1)CC(C2)(N)C